FC1=C(C=CC=C1)CCC(=O)O 3-(2-fluorophenyl)propanoic acid